(3S)-3-((5-((Z)-4,4,4-trifluoro-1-(3-fluoro-1-(tetrahydro-2H-pyran-2-yl)-1H-indazol-5-yl)-2-phenylbut-1-en-1-yl)pyridin-2-yl)oxy)pyrrolidine-1-carboxylate FC(C/C(=C(\C=1C=C2C(=NN(C2=CC1)C1OCCCC1)F)/C=1C=CC(=NC1)O[C@@H]1CN(CC1)C(=O)[O-])/C1=CC=CC=C1)(F)F